1-(4-fluorophenyl)-6-methyl-5-(1-((1-methyl-1H-pyrazol-4-yl)sulfonyl)-3-phenethyl-pyrrolidin-3-yl)-1H-indazole FC1=CC=C(C=C1)N1N=CC2=CC(=C(C=C12)C)C1(CN(CC1)S(=O)(=O)C=1C=NN(C1)C)CCC1=CC=CC=C1